BrC=1N=C(SC1)[C@H]([C@@H](C(=O)OCC)NC(C1=CC=CC=C1)C1=CC=CC=C1)OC Ethyl (2S,3S)-3-(4-bromothiazol-2-yl)-2-(benzhydrylamino)-3-methoxypropionate